1'-{17-fluoro-7,11-dioxa-20,23,24-triazapentacyclo[17.5.2.12,6.013,18.022,25]heptacosa-1(24),2,4,6(27),13(18),14,16,19,21,25-decaen-5-yl}-[1,4'-bipiperidin]-4-ol FC1=CC=CC=2COCCCOC=3C(=CC=C(C4=NNC5=CN=C(C12)C=C45)C3)N3CCC(CC3)N3CCC(CC3)O